C(C)(C)(C)N(C(O)=O)[C@@H]1CC[C@H](CC1)N(CC)C[C@@H]1CC[C@H](CC1)N.ClC1=C(C=C(C(=C1)F)[N+](=O)[O-])C1=NOC(C1)(C)C(C)=O 1-[3-(2-chloro-4-fluoro-5-nitro-phenyl)-5-methyl-4H-isoxazol-5-yl]ethanone tert-Butyl-(trans-4-(((trans-4-aminocyclohexyl)methyl)(ethyl)amino)cyclohexyl)carbamate